2-((5-(4-hydroxyphenyl)-3-methylisothiazol-4-yl)methyl)isoindoline-1,3-dione OC1=CC=C(C=C1)C1=C(C(=NS1)C)CN1C(C2=CC=CC=C2C1=O)=O